7-(tert-butyl)-N-(5-(tert-butyl)-[1,1'-biphenyl]-2-yl)dibenzo[b,d]furan-2-amine C(C)(C)(C)C1=CC2=C(C3=C(O2)C=CC(=C3)NC3=C(C=C(C=C3)C(C)(C)C)C3=CC=CC=C3)C=C1